CC(C)(C)S(=O)N=CC1=C(OC2=CC=CC=C2C1=O)C1=CC=CC=C1 2-methyl-N-((4-oxo-2-phenyl-4H-chromen-3-yl)methylene)propane-2-sulfinamide